ClC1=CC(=NC(=C1)C1=C2C(N(CC2=CC=C1)C(C(C)(C)O)C1CC1)=O)C#N 4-chloro-6-[2-[1-cyclopropyl-2-hydroxy-2-methyl-propyl]-3-oxo-isoindolin-4-yl]pyridine-2-carbonitrile